FC(C1=NC=CC(=C1)CNC(=O)N[C@H]1[C@@H](C1)C1=CC=CC=C1)F 1-[[2-(difluoromethyl)pyridin-4-yl]methyl]-3-[(1R,2S)-2-phenylcyclopropyl]urea